(2R,3S,4S)-4-hydroxy-2-[(4-methoxyphenyl)methyl]pyrrolidin-3-yl 2-[2-(2-methoxyethoxy)ethoxy]acetate COCCOCCOCC(=O)O[C@H]1[C@H](NC[C@@H]1O)CC1=CC=C(C=C1)OC